5,6,15-Trihydroxyeicosa-7,9,13-trien-11-ynoic acid ethyl ester C(C)OC(CCCC(C(C=CC=CC#CC=CC(CCCCC)O)O)O)=O